C(#N)C=1C=C(C=CC1)C=1N=C(SC1C1=CC(=NC(=C1)C)C)NC(=O)N1[C@H](COCC1)C (3S)-N-[4-(3-cyanophenyl)-5-(2,6-dimethyl-4-pyridyl)thiazol-2-yl]-3-methyl-morpholine-4-carboxamide